FC1=C(C=CC=C1)C(C(=O)O)CC 2-(2-Fluorophenyl)butanoic acid